BrC=1C=C(CCN2C=C(C=CC2=O)C=O)C=CC1 1-(3-bromophenethyl)-6-oxo-1,6-dihydropyridine-3-carbaldehyde